ClC=1C(=NC=C(C1)NC(=O)C=1C=NN(C1C(F)(F)F)C1=C2C=CC=NC2=CC=C1)N1N=CC=N1 2-(3-Chloro-5-(1-(chinolin-5-yl)-5-(trifluoromethyl)-1H-pyrazol-4-carboxamido)pyridin-2-yl)-2H-1,2,3-triazol